((3S,4R)-4-fluoropyrrolidin-3-yl) carbamate C(N)(O[C@H]1CNC[C@H]1F)=O